6-(4-ethoxyphenyl)-N'-(3-(1-hydroxyethyl)-5-methoxybenzyl)pyrazine-2-carbohydrazide C(C)OC1=CC=C(C=C1)C1=CN=CC(=N1)C(=O)NNCC1=CC(=CC(=C1)OC)C(C)O